ClC1=C(C=CC(=C1)Cl)C=1NC2=C(N1)C=CC=C2 2-(2,4-dichlorophenyl)benzimidazole